C1(=CC=C(C=C1)P(C1=C(C2=CC=CC=C2C=C1)C1=C(C=CC2=CC=CC=C12)P(C1=CC=C(C=C1)C)C1=CC=C(C=C1)C)C1=CC=C(C=C1)C)C 2,2'-Bis(di-p-tolylphosphino)-1,1'-binaphthyl